C(C1=CC=CC=C1)NC(N[C@@H](CC(=O)N[C@H](C(=O)N(CC1=CC=CC2=CC=CC=C12)CC(OCC)OCC)CC1=CC=C(C=C1)OC(C)(C)C)CO[Si](C)(C)C(C)(C)C)=O (S)-3-(3-benzylureido)-N-((S)-3-(4-tert-butoxyphenyl)-1-((2,2-diethoxyethyl)(naphthalen-1-ylmethyl)amino)-1-oxopropan-2-yl)-4-(tert-butyldimethylsilyloxy)butanamide